CN1N=C(C=C1)C1=NC2=CC=CC=C2C(=C1)C1=CN=C2N1N=C(C(=C2)C2=CC=C(C=C2)N2CCNCC2)C (1-methyl-1H-pyrazol-3-yl)-4-(6-methyl-7-(4-(piperazin-1-yl)phenyl)imidazo[1,2-b]pyridazin-3-yl)quinoline